(2R,5S)-4-(5-cyclopropyl-7-(3,5-difluorophenyl)-7H-pyrrolo[2,3-d]pyrimidin-4-yl)-2,5-dimethylpiperazine-1-carboxylic acid tert-butyl ester C(C)(C)(C)OC(=O)N1[C@@H](CN([C@H](C1)C)C=1C2=C(N=CN1)N(C=C2C2CC2)C2=CC(=CC(=C2)F)F)C